FC1=CC(=CC=2N(C(=NC21)N2C[C@H]([C@@H](CC2)F)N)CC2=NC=C(C=N2)F)F (3R,4R)-1-(4,6-Difluoro-1-((5-fluoropyrimidin-2-yl)methyl)-1H-benzo[d]imidazol-2-yl)-4-fluoropiperidin-3-amin